Isopropyl (R)-3-(2-(6-((5-acrylamido-4-((2-(dimethylamino)ethyl)(methyl)amino)-2-methoxyphenyl) amino)pyrimidin-4-yl)isoxazolidin-3-yl)benzoate C(C=C)(=O)NC=1C(=CC(=C(C1)NC1=CC(=NC=N1)N1OCC[C@@H]1C=1C=C(C(=O)OC(C)C)C=CC1)OC)N(C)CCN(C)C